FC1=C(CN2C=NN(C2=O)C2=CC=C(OC3=C(N=C(S3)C3CC(C3)C#N)C)C=C2)C(=CC=C1)F 3-(5-(4-(4-(2,6-difluorobenzyl)-5-oxo-4,5-dihydro-1H-1,2,4-triazol-1-yl)phenoxy)-4-methyl-thiazol-2-yl)cyclobutane-1-carbonitrile